C(C)(C)(C)C=1C=C(C=CC1)C=1NC2=CC(=C(C=C2C1)SCC(=O)O)F 2-((2-(3-(tert-Butyl)phenyl)-6-fluoro-1H-indol-5-yl)thio)acetic acid